C(C)(=O)N[C@@H](C(=O)O)CC(=O)C1=C(C(=CC=C1)O[C@@H]1O[C@@H]([C@H]([C@@H]([C@H]1O)O)O)CO)N (R)-2-acetamido-4-(2-amino-3-(((2S,3R,4S,5S,6R)-3,4,5-trihydroxy-6-(hydroxymethyl)tetrahydro-2H-pyran-2-yl)oxy)phenyl)-4-oxobutanoic acid